FC(C(=O)N1[C@H](CN(CC1)C=1C2=C(N=C(N1)OC[C@H]1N(CCC1)C)C=C(C=N2)C2=CC=CC=1CC3C(C21)C3)CC#N)=C 2-((2S)-1-(2-fluoroacryloyl)-4-(2-(((S)-1-methylpyrrolidin-2-yl)methoxy)-7-(1,1a,6,6a-tetrahydrocyclopropa[a]inden-2-yl)pyridino[3,2-d]pyrimidin-4-yl)piperazin-2-yl)acetonitrile